N-((3R,4S)-3-methyl-1-(methylsulfonyl)piperidin-4-yl)-5-((propan-2-yl-d7)oxy)-6-(1H-pyrazol-4-yl)-[1,2,4]triazolo[1,5-a]pyrazin-2-amine C[C@@H]1CN(CC[C@@H]1NC1=NN2C(C=NC(=C2OC(C([2H])([2H])[2H])(C([2H])([2H])[2H])[2H])C=2C=NNC2)=N1)S(=O)(=O)C